FC1=C(C=CC(=C1)C)[C@H](C)NC(CN1N=CC2=C(C1=O)C=NN2C)=O (S)-N-(1-(2-Fluoro-4-methylphenyl)ethyl)-2-(1-methyl-4-oxo-1,4-dihydro-5H-pyrazolo[3,4-d]-pyridazin-5-yl)acetamid